5-chloro-N-((1r,4r)-4-((3-(5-chloro-2-fluorophenyl)-3-hydroxy-2-oxoindolin-1-yl)methyl)cyclohexyl)-2-(difluoromethyl)nicotinamide ClC=1C=NC(=C(C(=O)NC2CCC(CC2)CN2C(C(C3=CC=CC=C23)(O)C2=C(C=CC(=C2)Cl)F)=O)C1)C(F)F